C1CCC2=C(C=3CCCC3C=C12)NC(=O)NS(=O)(=O)\C=C\[C@@H]1N(CCC1)CCS(N)(=O)=O (R,E)-N-((1,2,3,5,6,7-Hexahydro-s-indacen-4-yl)carbamoyl)-2-(1-(2-sulfamoylethyl)pyrrolidin-2-yl)ethen-1-sulfonamid